NC1=C(C=C(C=N1)C#CC(C)(C)NC(=O)NCCN1CCCC1)OC(C)C1=C(C(=CC=C1Cl)F)Cl 1-(3-{6-amino-5-[1-(2,6-dichloro-3-fluoro-phenyl)-ethoxy]-pyridin-3-yl}-1,1-dimethyl-prop-2-ynyl)-3-(2-pyrrolidin-1-yl-ethyl)-urea